CC1=NNC=C1C 3,4-Dimethyl-pyrazol